ClC1=C(C=C(C=C1)F)C1=CC=C(N=N1)NC[C@H]1CC12CCN(CC2)CC2CCCCC2 (S)-6-(2-chloro-5-fluoro-phenyl)-N-[[6-(cyclohexylmethyl)-6-azaspiro[2.5]octan-2-yl]methyl]pyridazin-3-amine